(-)-2,2,2-trichloroethyl ((3-(5-((5-(((cyclopropylmethyl)amino)-(phenyl)methyl)-2-fluoro-phenyl)carbamoyl)-3-(trifluoromethyl)-1H-pyrazol-1-yl)phenyl)(imino)methyl)carbamate C1(CC1)CNC(C=1C=CC(=C(C1)NC(=O)C1=CC(=NN1C=1C=C(C=CC1)C(=N)NC(OCC(Cl)(Cl)Cl)=O)C(F)(F)F)F)C1=CC=CC=C1